praseodymium tricarbazole C1=CC=CC=2C3=CC=CC=C3NC12.C1=CC=CC=2C3=CC=CC=C3NC12.C1=CC=CC=2C3=CC=CC=C3NC12.[Pr]